C(C)(C)(C)OC(=O)N(C1=CC=C(C=C1)NC(CCCCCCC(=O)O)=O)C 8-((4-((tert-butoxycarbonyl)(methyl)amino)phenyl)amino)-8-oxooctanoic acid